N1CC2(C=3C1=NC=C(C3)C=3C=CC(=NC3)NCC(=O)N(C)C)CC2 2-((5-(1',2'-dihydrospiro[cyclopropane-1,3'-pyrrolo[2,3-b]pyridin]-5'-yl)pyridin-2-yl)amino)-N,N-dimethylacetamide